Allyl(cyclohexyloxy)acetat C(C=C)C(C(=O)[O-])OC1CCCCC1